FC=1C(=CC=2C3=C(NC(C2C1)=O)COC[C@@H]3N(C(C3=CC(=CC=C3)F)=O)C)F (R)-N-(8,9-Difluoro-6-oxo-1,4,5,6-tetrahydro-2H-pyrano[3,4-c]isoquinolin-1-yl)-3-fluoro-N-methylbenzamide